3-(1,3-dimethylpyrazol-4-yl)-6-(6-{[(1S,4S,5R)-4-fluoro-1,5-dimethyl-8-azabicyclo[3.2.1]octan-3-yl]oxy}-1,2-diazin-3-yl)-6,7-dihydro-5H-pyrrolo[4,3-b]pyridin-5-one CN1N=C(C(=C1)C=1C=C2C(=NC1)CN(C2=O)C=2N=NC(=CC2)OC2C[C@@]1(CC[C@]([C@@H]2F)(N1)C)C)C